FC(C(=O)O)(F)F.N1=CN=C(C2=CC=CC=C12)N quinazolin-4-amine 2,2,2-trifluoroacetate